4,4,5,5-tetramethyl-2-(4-tetrahydro-furan-2-ylphenyl)-1,3,2-dioxaborolan CC1(OB(OC1(C)C)C1=CC=C(C=C1)C1OCCC1)C